2-(2,2,3,3,3-pentafluoropropoxy)-5-(pyridine-4-yl)pyrazine FC(COC1=NC=C(N=C1)C1=CC=NC=C1)(C(F)(F)F)F